2-(2-isopropylphenyl)-7-[(1S)-1-[4-[1-methyl-4-(trifluoromethyl)imidazol-2-yl]phenyl]ethyl]-5H-pyrrolo[3,2-d]pyrimidine C(C)(C)C1=C(C=CC=C1)C=1N=CC2=C(N1)C(=CN2)[C@@H](C)C2=CC=C(C=C2)C=2N(C=C(N2)C(F)(F)F)C